(R)-3-(2-chloro-3-fluorophenyl)isoxazolidinebenzylmonosilane ClC1=C(C=CC=C1F)[C@@H]1N(OCC1)C1=CC=CC=C1C[SiH3]